bis-(4-hydroxyphenyl)phosphine oxide OC1=CC=C(C=C1)P(C1=CC=C(C=C1)O)=O